4-cyano-4-(2-methylpyridin-3-yl)piperidine-1-carboxylic acid tert-butyl ester C(C)(C)(C)OC(=O)N1CCC(CC1)(C=1C(=NC=CC1)C)C#N